NC1=NC=CC(=C1)C[C@@H]1[C@H](N(C1=O)C(=O)N[C@H](CC)C1=CC(=CC=C1)C)C(=O)N(C)C=1N=CSC1 (2S,3R)-3-((2-aminopyridin-4-yl)methyl)-N2-(4-thiazolyl)-N1-((R)-1-(3-methylphenyl)propyl)-N2-methyl-4-oxoazetidine-1,2-dicarboxamide